rel-(R)-4-(2-methoxy-1-(thiazol-4-ylmethoxy)ethyl)-2-methyl-N-(1-(2-(1-methyl-1H-pyrazol-4-yl)quinolin-4-yl)cyclopropyl)benzamide COC[C@H](OCC=1N=CSC1)C1=CC(=C(C(=O)NC2(CC2)C2=CC(=NC3=CC=CC=C23)C=2C=NN(C2)C)C=C1)C |o1:3|